C1(CCC1)NC(C1=C(C=C(C(=C1)OC1=C(C=C(C=C1Cl)N1N=C(C(NC1=O)=O)C(F)F)Cl)F)OC)=O N-cyclobutyl-5-[2,6-dichloro-4-[6-(difluoromethyl)-3,5-dioxo-1,2,4-triazin-2-yl]phenoxy]-4-fluoro-2-methoxy-benzamide